ClC1=C(C=CC=C1C1=C(C(=NC=C1)C1=CC(=C(C=C1)CN1CC(NCC1)=O)OC)Cl)C1=CC=C(C(=N1)OC)CN1CC(NCC1)=O 4-((6-(2-chloro-3-(3-chloro-2-(3-methoxy-4-((3-oxopiperazin-1-yl)methyl)phenyl)pyridin-4-yl)phenyl)-2-methoxypyridin-3-yl)methyl)piperazin-2-one